Cl.O1NCCCCC1 [1,2]oxazepane hydrochloride